(2S,3R,4R)-3-Acetoxy-4-(4,7,10-tris(2-methoxy-2-oxoethyl)-1,4,7,10-tetraazacyclododecan-1-yl)pyrrolidin C(C)(=O)O[C@@H]1CNC[C@H]1N1CCN(CCN(CCN(CC1)CC(OC)=O)CC(OC)=O)CC(=O)OC